butyl 4-(1-((4-(N,N-dimethylsulfamoyl)phenyl)sulfonyl)-1H-pyrazol-3-yl)piperidine-1-carboxylate CN(S(=O)(=O)C1=CC=C(C=C1)S(=O)(=O)N1N=C(C=C1)C1CCN(CC1)C(=O)OCCCC)C